Cl.NCC(=O)NCCCCCC 2-amino-N-hexylacetamide hydrochloride